N-(1-(4-fluorobenzyl)-6-methyl-1H-indol-5-yl)-3,3-dimethylbutanamide FC1=CC=C(CN2C=CC3=CC(=C(C=C23)C)NC(CC(C)(C)C)=O)C=C1